NITRO-AMINOADAMANTAN [N+](=O)([O-])C1C2(CC3CC(CC1C3)C2)N